ClC1=C(C=C2CCN(CC2=C1)C(C(F)(F)F)=O)NC1=NC=C(C(=N1)C1=CC=C(S1)C(=O)O)C(F)(F)F 5-(2-((7-chloro-2-(2,2,2-trifluoroacetyl)-1,2,3,4-tetrahydroisoquinolin-6-yl)amino)-5-(trifluoromethyl)pyrimidin-4-yl)thiophene-2-carboxylic acid